ClC1=CC=C(C=C1)N1C(N(C=C(C1=O)C(=O)N)CC)=O 3-(4-chlorophenyl)-1-ethyl-2,4-dioxo-1,2,3,4-tetrahydropyrimidine-5-carboxamide